FC=1C(=NC(=NC1)N[C@@H]1CC[C@H](CC1)NC(=O)C1CCCCC1)C1=CC(=CC=C1)C=1C(NC=CC1)=O N-((trans)-4-((5-fluoro-4-(3-(2-oxo-1,2-dihydropyridin-3-yl)phenyl)pyrimidin-2-yl)amino)cyclohexyl)cyclohexane-1-carboxamide